O.[Br-].[Ce+3].[Br-].[Br-] cerium bromide monohydrate